BrC=1C=C2N(C(C=3N(C2=CC1Cl)C=CN3)=O)C3=CC=NN3C 7-Bromo-8-chloro-5-(1-methyl-1H-Pyrazole-5-yl)imidazo[1,2-a]Quinoxaline-4(5H)-on